(R)-6-((5-methyl-1H-pyrazol-1-yl)methyl)-2-(1H-pyrazol-4-yl)-4,5,7,8-tetrahydro-3-oxa-1-thia-5a,8-diazabenzo[cd]azulen-9(6H)-one CC1=CC=NN1C[C@@H]1N2C=3C(=C(SC3C(NC1)=O)C=1C=NNC1)OCC2